ClC1=CC(=C(C(=O)NC2=CC(=CC=C2)S(N)(=O)=O)C=C1Cl)OC1=C(C=C(C=C1)F)OC 4,5-dichloro-2-(4-fluoro-2-methoxyphenoxy)-N-(3-sulfamylphenyl)benzamide